C(C)OC(=O)C=1C(NC=2CCNCC2C1)=O 1,2,5,6,7,8-Hexahydro-2-oxo-1,6-naphthyridine-3-carboxylic acid ethyl ester